COC1=C(C(=O)OC)C=CC(=C1)Br Methyl 2-methoxy-4-bromobenzoate